[N+](=O)(O)[O-].CC1=NN(C(=C1)C)C(=N)N 3,5-dimethyl-1-pyrazoleformamidine nitrate